(1R,5S,6S,7R)-7-(Tris(4-methoxyphenyl)methoxy)-8-isopropyl-3-oxo-8-azabicyclo[3.2.1]octan-6-yl acetate C(C)(=O)O[C@H]1[C@@H]2CC(C[C@H]([C@H]1OC(C1=CC=C(C=C1)OC)(C1=CC=C(C=C1)OC)C1=CC=C(C=C1)OC)N2C(C)C)=O